1,3-Dimethoxybenzol COC1=CC(=CC=C1)OC